O1C(CCCC1)N1N=C(C=2C1=CN=C(C2)N)C=C 1-tetrahydropyran-2-yl-3-vinyl-pyrazolo[3,4-c]Pyridin-5-amine